N-(2,3-dimethoxybenzyl)-1H-1,2,4-triazole-3-carboxamide COC1=C(CNC(=O)C2=NNC=N2)C=CC=C1OC